5-Chloro-4-(((S)-1-(2-chlorophenyl)ethyl)amino)-2-fluoro-N-((R,E)-4-(methylsulfonyl)but-3-en-2-yl)benzamide ClC=1C(=CC(=C(C(=O)N[C@H](C)\C=C\S(=O)(=O)C)C1)F)N[C@@H](C)C1=C(C=CC=C1)Cl